O/C(=C(/CCCCCCCC(=O)[O-])\O)/CCCCCCCC dihydroxyoleate